NC1=C(C(=O)O)C=C(C=C1S(=O)(=O)N1CC(CC1)(F)F)Br 2-amino-5-bromo-3-((3,3-difluoropyrrolidin-1-yl)sulfonyl)benzoic acid